Methyl (3S,6S,8R,10aR)-6-{[(tert-butoxy)carbonyl]amino}-8-hydroxy-5-oxo-decahydropyrrolo[1,2-a]azocine-3-carboxylate C(C)(C)(C)OC(=O)N[C@H]1C[C@@H](CC[C@@H]2N(C1=O)[C@@H](CC2)C(=O)OC)O